CS(=O)(=O)N1CC2NCCNC2C1 6-(methylsulfonyl)octahydro-1H-pyrrolo[3,4-b]pyrazine